5-methyl-N-[[(1S,3R)-3-[[5-(6-oxopyridazin-1-yl)-2-pyridyl]amino]cyclopentyl]methyl]isoxazole-3-carboxamid CC1=CC(=NO1)C(=O)NC[C@@H]1C[C@@H](CC1)NC1=NC=C(C=C1)N1N=CC=CC1=O